(Z)-3-(benzo[d][1,3]dioxolan-5-yl)-3-bromoacrolein O1COC2=C1C=CC(=C2)/C(=C/C=O)/Br